2-(1-(azidomethyl)cyclopropyl)isothiazolidine 1,1-dioxide N(=[N+]=[N-])CC1(CC1)N1S(CCC1)(=O)=O